(1R,2R,4R)-bicyclo[2.2.1]hept-5-en-2-ylmethanol [C@H]12[C@@H](C[C@H](C=C1)C2)CO